C(C)OCCN1N=CC(=C1)NC=1SC=C(N1)C1=CC=C(C=C1)N1C(OCC1)=O 3-(4-{2-[1-(2-Ethoxy-ethyl)-1H-pyrazol-4-ylamino]-thiazol-4-yl}-phenyl)-oxazolidin-2-one